beta-alanine methylester COC(CCN)=O